C(C1=CC=CC=C1)O[C@H]([C@H](C1=CC(=CC=C1)OC)N[S@@](=O)C(C)(C)C)C (S)-N-((1S,2S)-2-(benzyloxy)-1-(3-methoxyphenyl)propyl)-2-methylpropane-2-sulfinamide